3,4,5-trihydroxy-pyridine OC=1C=NC=C(C1O)O